O-((tetrahydro-2H-pyran-4-yl)methyl)hydroxylamine (R)-tert-butyl-3-((S)-1-(tert-butoxy)-3-(3-(chlorosulfonyl)phenyl)-1-oxopropan-2-yl)pyrrolidine-1-carboxylate C(C)(C)(C)OC(=O)N1C[C@H](CC1)[C@@H](C(=O)OC(C)(C)C)CC1=CC(=CC=C1)S(=O)(=O)Cl.O1CCC(CC1)CON